bis(1-methyl-2-Hydroxyethyl) ether CC(CO)OC(CO)C